4-[(tert-butyldimethylsilyl)oxy]cyclohex-1-en-1-yl trifluoromethanesulfonate FC(S(=O)(=O)OC1=CCC(CC1)O[Si](C)(C)C(C)(C)C)(F)F